COC=1C=C(C(=O)N)C=CC1[C@@H](C1=CC=NC=C1)OC1=CC=C2C(CCOC2=C1C)=O (R)-3-Methoxy-4-(((8-methyl-4-oxochroman-7-yl)oxy)(pyridin-4-yl)methyl)benzamide